5-hydroxy-2,3-dihydro-1H-indenone OC=1C=C2CCC(C2=CC1)=O